BrC=1C=2N(C(=NC1C=1C=C(C#N)C=CC1)NCC1=C(C=C(C=C1)OC)OC)C=C(N2)C(=O)N2CC(C2)O 3-(8-bromo-5-(2,4-dimethoxybenzylamino)-2-(3-hydroxyazetidine-1-carbonyl)imidazo[1,2-c]pyrimidin-7-yl)benzonitrile